BrC(C=O)C 2-bromopropanal